FC=1C=C(CNC(=O)C2=CC3=C(N=C(S3)C=3C(=NC=CC3)C)C=C2)C=CC1 N-(3-fluorobenzyl)-2-(2-methylpyridin-3-yl)-benzo[d]thiazole-6-carboxamide